pentamethyl-cyclopentadienylrhodium(III) chloride CC1=C(C(=C(C1([Rh](Cl)Cl)C)C)C)C